C1(CC1)C1=CC2=C(N(C(N=C2N2[C@H](CN(CC2)C(=O)OC(C)(C)C)C)=O)C=2C(=NC=CC2C)C(C)C)N=C1C1=C(C=C(C=C1)F)OC (S)-tert-butyl 4-(6-cyclopropyl-7-(4-fluoro-2-methoxyphenyl)-1-(2-isopropyl-4-methylpyridin-3-yl)-2-oxo-1,2-dihydropyrido[2,3-d]pyrimidin-4-yl)-3-methylpiperazine-1-carboxylate